5-(2,3-difluorophenyl)-N-[2,5-difluoro-4-(trifluoromethyl)phenyl]-1H-pyrrole-3-sulfonamide FC1=C(C=CC=C1F)C1=CC(=CN1)S(=O)(=O)NC1=C(C=C(C(=C1)F)C(F)(F)F)F